1-[(2,4-dichlorophenyl)carbonyl]piperidin ClC1=C(C=CC(=C1)Cl)C(=O)N1CCCCC1